OC1=CC=C(C=2C(C3=CC=CC=C3C(C12)=O)=O)NC1=CC=C(C=C1)C 1-hydroxy-4-(4-methylanilino)anthraquinone